2-methoxybenzo[d]thiazol-6-amine COC=1SC2=C(N1)C=CC(=C2)N